(1R,3S,Z)-5-(2-{(1S,3aS,7aS,E)-1-[(Dimethylsilyl)buta-1,3-diyn-1-yl]-7a-methyloctahydro-4H-inden-4-ylidene}ethylidene)-4-methylenecyclohexane-1,3-diol C[SiH](C)C#CC#C[C@H]1CC[C@H]2\C(\CCC[C@]12C)=C\C=C\1/C([C@H](C[C@@H](C1)O)O)=C